C(#C)C=1C=C(C=NC1[C@H](C)OC)N1CCOCC1 4-[5-ethynyl-6-[(1S)-1-methoxyethyl]-3-pyridyl]morpholine